Hexanoic acid (6-{[(3-(4-amino-butoxy)-5-{[(6-hexanoylamino-pyridin-2-ylmethyl)-pyridin-2-ylmethyl-amino]-methyl}-benzyl)-pyridin-2-ylmethyl-amino]-methyl}-pyridin-2-yl)-amide NCCCCOC=1C=C(CN(CC2=NC=CC=C2)CC2=CC=CC(=N2)NC(CCCCC)=O)C=C(C1)CN(CC1=NC=CC=C1)CC1=NC(=CC=C1)NC(CCCCC)=O